OC=1C=C(C=CC1OC)C1NC(=O)C2=CC=CC=C2C1 3-hydroxy-4-methoxyphenyl-3,4-dihydroisocarbostyril